ClC=1C=NC(=C(C(=O)OC(C)(C)C)C1F)F tert-butyl 5-chloro-2,4-difluoronicotinate